C(C)C=1C=C(C=CC1)C=1C=C(C(=C(C1)NC(OC(C)(C)C)=O)C(NCCOCCNCC(=O)N1CCN(CC1)C(C1=C(C=CC(=C1)CC1=NNC(C2=CC=CC=C12)=O)F)=O)=O)F tert-butyl N-[5-(3-ethylphenyl)-3-fluoro-2-[2-[2-[[2-[4-[2-fluoro-5-[(4-oxo-3H-phthalazin-1-yl)methyl]benzoyl]piperazin-1-yl]-2-oxo-ethyl]amino]ethoxy]ethylcarbamoyl] phenyl]carbamate